ClC1=NC=NC(=C1)OCC1=NC=C(C=C1)C1=NOC(=N1)C(F)(F)F 4-chloro-6-({5-[5-(trifluoromethyl)-1,2,4-oxadiazol-3-yl]pyridin-2-yl}methoxy)pyrimidine